CC1=CC=CC(=N1)C1=NN(C=C1C1=CC=NC2=CC=CC=C12)C(NC1=CC=CC=C1)=S (6-methyl-2-pyridinyl)-N-phenyl-4-(4-quinolinyl)-1H-pyrazol-1-thiocarboxamide